N1(CC(OCC1)C(=O)N)C(=O)N morpholine-2,4-dicarboxamide